C1=CC=C(C=C1)C2=C(C(=CC=C2)[N+](=O)[O-])C3=CC=CC=C3 nitroterphenyl